CN1[C@@H](CCC[C@@H]1CC(=O)C2=CC=CC=C2)C[C@@H](C3=CC=CC=C3)O The molecule is an optically active piperidine alkaloid having a 2-oxo-2-phenylethyl substituent at the 2-position and a 2-hydroxy-2-phenylethyl group at the 6-position. It has a role as a nicotinic acetylcholine receptor agonist. It is a piperidine alkaloid, a tertiary amine and an aromatic ketone.